4,4'-(Propane-1,3-diylbis(azanediyl))bis(3-aminobenzamide) C(CCNC1=C(C=C(C(=O)N)C=C1)N)NC1=C(C=C(C(=O)N)C=C1)N